C(CCCCCCCC)(=O)OCCCCCCCCCCCCCC tetradecyl pelargonate